bis(2,4,6-trimethylphenyl)decane-5,6-diamine CC1=C(C(=CC(=C1)C)C)C(C(CCCC)(N)C1=C(C=C(C=C1C)C)C)(CCCC)N